OC1=C(C=O)C=C(C=C1C(C)(C)C)C(C)(C)C 2-hydroxy-3,5-di-tert-butyl-benzaldehyde